arabinosyl-Inosine allyl-hexanoate (allyl-caproate) C(C=C)C(C(=O)O)CCCC.C(C=C)C(C(=O)O)CCCC.C1([C@@H](O)[C@H](O)[C@H](O)CO1)[C@@]1([C@H](O)[C@H](O)[C@@H](CO)O1)N1C=NC=2C(O)=NC=NC12